C1=CC(=CC=C1CCN)O.Cl p-tyramine hydrochloride